diphenyl-hexavinyl-cyclotrisiloxane C1(=CC=CC=C1)C(=C[Si]1(O[Si](O[Si](O1)(C=C)C=C)(C=C)C=C)C=C)C1=CC=CC=C1